CS(=O)(=O)C1=C(C(=O)O)C=CC=C1 Methanesulfonyl-benzoic acid